CN1C(=NN=C1)C1(CC(C1)C#N)C1=CC(=CC=C1)B1OC(C(O1)(C)C)(C)C 3-(4-methyl-1,2,4-triazol-3-yl)-3-[3-(4,4,5,5-tetramethyl-1,3,2-dioxaborolan-2-yl)phenyl]cyclobutanecarbonitrile